1,2-dioleylcarbamoyloxy-N,N-dimethylaminopropane C(CCCCCCC\C=C/CCCCCCCC)C(C(C)CCCCCCCC\C=C/CCCCCCCC)(N(C)C)OC(N)=O